C(C)(C)C1=C(C=CC=C1)[C@H]1N(CCN(C1)C(C1=CC=C(C=C1)OC)=O)C1CC2(CN(C2)C2=CC=C(C(=O)N)C=C2)C1 4-(6-((R)-2-(2-isopropylphenyl)-4-(4-methoxybenzoyl)piperazin-1-yl)-2-azaspiro[3.3]heptan-2-yl)benzamide